5-[2-(tert-butoxy)-2-oxoethyl]-[1,2,4]triazolo[1,5-a]pyridin-8-yl 4-{[(1Z)-{[(tert-butoxy) carbonyl]amino}({[(tert-butoxy)carbonyl]imino})methyl](methyl)amino}benzoat C(C)(C)(C)OC(=O)N/C(=N/C(=O)OC(C)(C)C)/N(C1=CC=C(C(=O)OC=2C=3N(C(=CC2)CC(=O)OC(C)(C)C)N=CN3)C=C1)C